C(CCCCCCCCCCCCCCCCCCCCC)(=O)OC[C@@H](OC(CCCCCCCCCCCCCCCCCCCCCCCCC)=O)COP(=O)([O-])OCC[N+](C)(C)C 1-docosanoyl-2-hexacosanoyl-sn-glycero-3-phosphocholine